N,N-dimethyl-trifluoromethanesulfonamide benzyl-4-(2,3-dihydro-1H-indol-4-yl)piperazine-1-carboxylate trifluoroacetate FC(C(=O)O)(F)F.C(C1=CC=CC=C1)OC(=O)N1CCN(CC1)C1=C2CCNC2=CC=C1.CN(S(=O)(=O)C(F)(F)F)C